4-chloro-7-phenyl-1,10-phenanthroline ClC1=CC=NC2=C3N=CC=C(C3=CC=C12)C1=CC=CC=C1